6-chloro-2-[2-(3-chloro-2-pyridyl)-5-(2,2,3,3,3-pentafluoropropoxy)pyrazol-3-yl]-8-methyl-3,1-benzoxazin-4-one ClC=1C=C(C2=C(C(OC(=N2)C=2N(N=C(C2)OCC(C(F)(F)F)(F)F)C2=NC=CC=C2Cl)=O)C1)C